C1(CCCCC1)C[C@@H](NC1CCC(CC1)CO)C(=O)N1[C@@H](CN(CC1)C(=O)OC1=C(C=CC=C1)Cl)C(NCC=1SC=CC1)=O 2-chlorophenyl (3S)-4-{3-cyclohexyl-N-[4-(hydroxymethyl)cyclohexyl]-D-alanyl}-3-[(thiophen-2-ylmethyl)carbamoyl]piperazine-1-carboxylate